ethyl 3-cyano-2-tetrahydrofuran-2-yl-pyrazolo[1,5-a]pyrimidine-7-carboxylate C(#N)C=1C(=NN2C1N=CC=C2C(=O)OCC)C2OCCC2